2-(2-Chloro-6-fluorophenyl)-6-(4-ethyl-3-(hydroxymethyl)-5-oxo-4,5-dihydro-1H-1,2,4-triazol-1-yl)isoquinolin-1(2H)-one ClC1=C(C(=CC=C1)F)N1C(C2=CC=C(C=C2C=C1)N1N=C(N(C1=O)CC)CO)=O